CC1=CN(C2=CC=CC=C12)C=CCC 3-methyl-1-butenyl-indole